methyl boronate B(OC)[O-]